2,9,10-trimethoxy-13-(3-methylbut-2-en-1-yl)-3-((3-nitrobenzyl)oxy)-5,6-dihydroisoquinolino[3,2-a]isoquinolin-7-ium COC=1C(=CC=2CC[N+]3=C(C2C1)C(=C1C=CC(=C(C1=C3)OC)OC)CC=C(C)C)OCC3=CC(=CC=C3)[N+](=O)[O-]